ethyl 2,4-dioxo-4-m-cyanophenylbutyrate O=C(C(=O)OCC)CC(C1=CC(=CC=C1)C#N)=O